methyl (1S,4R)-4-[[[(5S)-3-(3,5-difluorophenyl)-5-vinyl-4H-1,2-oxazol-5-yl]carbonyl]amino]cyclopent-2-ene-1-carboxylate FC=1C=C(C=C(C1)F)C1=NO[C@@](C1)(C=C)C(=O)N[C@H]1C=C[C@H](C1)C(=O)OC